ClC1=C2C(=NC=C1)N(C=C2C=2C=NN(C2)C2OCCCC2)S(=O)(=O)C2=CC=C(C)C=C2 4-chloro-1-(p-toluenesulfonyl)-3-(1-tetrahydropyran-2-ylpyrazol-4-yl)pyrrolo[2,3-b]Pyridine